N1=NC(=CC2=C1C1=C(CCC2)C=CC=C1)N1N=C(N=C1NC=1C=C2C(=NC1)CCCC1(OCCO1)C2)N 1-(6,7-dihydro-5H-benzo[6,7]cyclohepta[1,2-c]pyridazin-3-yl)-N5-(5,7,8,9-tetrahydrospiro[cyclohepta[b]pyridine-6,2'-[1,3]dioxolane]-3-yl)-1H-1,2,4-triazole-3,5-diamine